CC1(CNCCOC1)O 6-methyl-1,4-oxazepane-6-ol